CN(C1=NC=CC=C1C1=CC(=C2C(=N1)C(=NN2C(C)C)C)NCC2=CC=C(C=C2)OC)C 5-(2-(dimethylamino)pyridin-3-yl)-1-isopropyl-N-(4-methoxybenzyl)-3-methyl-1H-pyrazolo[4,3-b]pyridin-7-amine